BrC1=CC=C(C=C1)C1=CN=C(S1)NC(=O)[C@@H]1CN(CC1)C(=O)OC(C)(C)C Tert-butyl (S)-3-((5-(4-bromophenyl)thiazol-2-yl)carbamoyl)pyrrolidine-1-carboxylate